2-Chloro-8-(4-(1-(difluoromethyl)-4-(trifluoromethyl)-1H-imidazol-2-yl)benzyl)-5-methyl-7,8-Dihydropteridine-6(5H)-one ClC1=NC=2N(CC(N(C2C=N1)C)=O)CC1=CC=C(C=C1)C=1N(C=C(N1)C(F)(F)F)C(F)F